benzyl ((1S)-(4,4-difluorocyclohexyl)(3-(tert-butyl)-2-(((3R,5S)-2-oxo-5-(trifluoromethyl)piperidin-3-yl)methyl)imidazo[1,2-b][1,2,4]triazin-6-yl)methyl)carbamate FC1(CCC(CC1)[C@@H](C=1N=C2N(N=C(C(=N2)C(C)(C)C)C[C@@H]2C(NC[C@H](C2)C(F)(F)F)=O)C1)NC(OCC1=CC=CC=C1)=O)F